(3S)-2-oxopyrrolidin-3-yl 4-methylbenzenesulfonate CC1=CC=C(C=C1)S(=O)(=O)O[C@@H]1C(NCC1)=O